OC(=O)C(F)(F)F.CN(S(=O)(=O)C1=CC=C(C=C1)C=1C=NC=CC1)[C@H]1CNCC1 (R)-N-methyl-4-(pyridin-3-yl)-N-(pyrrolidin-3-yl)benzenesulfonamide TFA salt